propoxysulfonate C(CC)OS(=O)(=O)[O-]